C(C)(C)(C)C=1OC=C(N1)C(=O)NCC1=C(C=C(C=C1)C=1C=2N(C=C(N1)C=1C=NN(C1)C)N=CC2)F 2-(tert-butyl)-N-(2-fluoro-4-(6-(1-methyl-1H-pyrazol-4-yl)pyrazolo[1,5-a]pyrazin-4-yl)benzyl)oxazole-4-carboxamide